benzofuro[3,2-b]carbazole C1=CC=CC2=C1C1=CC=3NC4=CC=CC=C4C3C=C1O2